2,3',4'-trichloroacetophenone ClCC(=O)C1=CC(=C(C=C1)Cl)Cl